4-[(1R)-1-(5-fluoro-2-pyridyl)propoxy]pyrazolo[1,5-a]pyridine-3-carbonitrile FC=1C=CC(=NC1)[C@@H](CC)OC=1C=2N(C=CC1)N=CC2C#N